3-amino-N-(7-{9-amino-2,3-dimethyl-1,4-dioxa-7-azaspiro[4.4]nonan-7-yl}-2H,3H,4H-pyrano[2,3-b]pyridin-3-yl)-4,6-dimethylthieno[2,3-b]pyridine-2-carboxamide NC1=C(SC2=NC(=CC(=C21)C)C)C(=O)NC2CC=1C(=NC(=CC1)N1CC3(OC(C(O3)C)C)C(C1)N)OC2